tert-Butyl-(2S)-2-{[3-(5-methyl-1,3-thiazol-2-yl)-5-({(1R)-1-[6-(trifluoromethyl)pyridin-3-yl]ethyl}carbamoyl)phenoxy]-methyl}morpholine-4-carboxylate C(C)(C)(C)OC(=O)N1C[C@H](OCC1)COC1=CC(=CC(=C1)C(N[C@H](C)C=1C=NC(=CC1)C(F)(F)F)=O)C=1SC(=CN1)C